3-(4-(3-(Tetrahydrofuran-3-yl)pyrrolidin-1-yl)pyrimidin-2-yl)-6-(trifluoromethyl)imidazo[1,2-a]pyrazine O1CC(CC1)C1CN(CC1)C1=NC(=NC=C1)C1=CN=C2N1C=C(N=C2)C(F)(F)F